2-[(2'S,7R)-2-(2,2-difluoroethyl)-2'-methyl-spiro[4,5-dihydrothieno[2,3-c]pyran-7,4'-piperidine]-1'-yl]-1-phenyl-ethanol FC(CC1=CC2=C(S1)[C@@]1(C[C@@H](N(CC1)CC(O)C1=CC=CC=C1)C)OCC2)F